CC(C)OCCC1=CC=CC=C1 2-propan-2-yloxyethylbenzene